2-((5-chloro-1-(1-methylcyclopropyl)-1H-pyrazol-4-yl)amino)-6-methylquinazolin ClC1=C(C=NN1C1(CC1)C)NC1=NC2=CC=C(C=C2C=N1)C